NC1=CC(N(N=C1C1=C(C=CC=C1)C(C)C)C[C@H](C)O)=O (S)-5-amino-2-(2-hydroxypropyl)-6-(2-isopropylphenyl)pyridazin-3(2H)-one